C(C)(C)(C)OC(=O)N1C[C@@H](NCC1)C1=CC(=NC(=C1)Cl)Br.C(C=C)(=O)N1C[C@@H](N(CC1)C1COC1)C1=CC(=NC(=C1)Cl)C1=CC(=NC=C1)C(=O)NC (S)-4-(4-acryloyl-1-(oxetan-3-yl)piperazin-2-yl)-6-chloro-N-methyl-[2,4'-bipyridine]-2'-carboxamide tert-butyl-(S)-3-(2-bromo-6-chloropyridin-4-yl)piperazine-1-carboxylate